OC[C@@H](CC(C)C)NC1=NC(=NC(=N1)C[C@@H](C)C1=C(C=C(C=C1F)F)F)NS(=O)(=O)C N-(4-(((R)-1-Hydroxy-4-methylpentan-2-yl)amino)-6-((R)-2-(2,4,6-trifluorophenyl)propyl)-1,3,5-triazin-2-yl)methanesulfonamide